Cl.N1C[C@H](CC1)C1=CC=C(C=C1)NC(=O)C1=NC=CC(=C1)Cl |r| (RS)-4-Chloro-pyridine-2-carboxylic acid (4-pyrrolidin-3-yl-phenyl)-amide hydrochloride